6-[5-(2-aminoethyl)-2-oxo-1,3,4-oxadiazol-3-yl]-4H-pyrazino[2,3-b][1,4]oxazin-3-one NCCC1=NN(C(O1)=O)C1=NC2=C(OCC(N2)=O)N=C1